2-bromo-2-(4-chlorophenyl)-1-phenylethan-1-one BrC(C(=O)C1=CC=CC=C1)C1=CC=C(C=C1)Cl